5-Methyl-N-[4-[4-(1,3-thiazol-2-yl)piperazin-1-yl]phenyl]pyridin-2-carboxamid CC=1C=CC(=NC1)C(=O)NC1=CC=C(C=C1)N1CCN(CC1)C=1SC=CN1